Cl.FC(C1=C(CN2N=CC(=C2)CN)C=CC=C1)(F)F (1-(2-(trifluoromethyl)benzyl)-1H-pyrazol-4-yl)methylamine hydrochloride